6-[[4-[[(1S)-2-hydroxy-1-phenyl-ethyl]amino]-5-(5-methyl-1H-1,2,4-triazol-3-yl)pyrimidin-2-yl]amino]-3,4-dihydro-1H-quinolin-2-one OC[C@H](C1=CC=CC=C1)NC1=NC(=NC=C1C1=NNC(=N1)C)NC=1C=C2CCC(NC2=CC1)=O